3-(methylsulfonylamino)hexahydro-1H-furo[3,4-b]Pyrrole-1-carboxylic acid methyl ester COC(=O)N1C2C(C(C1)NS(=O)(=O)C)COC2